O[C@@H](C\C=C/C\C=C/CCC(=O)OC)\C=C\C=C/C=C/[C@H](C\C=C/CC)O Methyl (4Z,7Z,10S,11E,13Z,15E,17S,19Z)-10,17-dihydroxydocosa-4,7,11,13,15,19-hexaenoate